BrC=1C=C2C=C(NC2=CC1)CN1CCN(CC1)C1=CC=NC=C1 5-bromo-2-[[4-(4-pyridyl)piperazin-1-yl]methyl]-1H-indole